5,6-dioxane C1CCCOO1